6-bromo-N-((6-cyclopropyl-8-(4-cyclopropylpiperazin-1-yl)imidazo[1,2-a]pyridin-2-yl)methyl)pyrimidin-4-amine BrC1=CC(=NC=N1)NCC=1N=C2N(C=C(C=C2N2CCN(CC2)C2CC2)C2CC2)C1